allyl (S)-8-(hydroxymethyl)-2-(1-(trifluoromethyl)cyclopropane-1-carbonyl)-2,6-diazaspiro[3.4]octane-6-carboxylate OC[C@@H]1CN(CC12CN(C2)C(=O)C2(CC2)C(F)(F)F)C(=O)OCC=C